COC(=O)C(CC)CCCCC Octane-3-carboxylic acid methyl ester